secondary nonyl-phenoxypropionic acid C(C)(CCCCCCC)C(C(=O)O)(C)OC1=CC=CC=C1